ClC=1C=C(C=CC1)[C@@H]1[C@H](C1)C(=O)NC1=NC=CC(=C1)NCC=1N=C2N(C=C(C=C2N2CC3N(CC2)CCC3)C3CC3)C1 (1S,2S)-2-(3-chlorophenyl)-N-(4-(((6-cyclopropyl-8-(hexahydropyrrolo[1,2-a]pyrazin-2(1H)-yl)imidazo[1,2-a]pyridin-2-yl)methyl)amino)pyridin-2-yl)cyclopropane-1-carboxamide